tert-Butyl 4-[(4-bromophenyl)methyl]-4-cyano-piperidine-1-carboxylate BrC1=CC=C(C=C1)CC1(CCN(CC1)C(=O)OC(C)(C)C)C#N